tri-(dibenzylidene-acetone) dipalladium [Pd].[Pd].C(C1=CC=CC=C1)=CC(=O)C=CC1=CC=CC=C1.C(C1=CC=CC=C1)=CC(=O)C=CC1=CC=CC=C1.C(C1=CC=CC=C1)=CC(=O)C=CC1=CC=CC=C1